BrC=1N=C(C=2N(C1)N=CN2)NC2=CC(=C(C=C2)N2CCN(CC2)C)OC 6-bromo-N-(3-methoxy-4-(4-methylpiperazin-1-yl)phenyl)-[1,2,4]triazolo[1,5-a]pyrazin-8-amine